C(C)OC1=CC(=C(C=C1)C1=CC=C2C(C(COC2=C1)(C)C)NC(O[C@@H]1CN2CCC1CC2)=O)C (S)-quinuclidin-3-yl (7-(4-ethoxy-2-methylphenyl)-3,3-dimethylchroman-4-yl)carbamate